(3-acryloyloxy-2-hydroxypropoxy)propylbis(trimethylsiloxy)ethylsilane C(C=C)(=O)OCC(COCCC[SiH2]CC(O[Si](C)(C)C)O[Si](C)(C)C)O